ClC1=C(C=CC=C1NC1=C(C=CC(=C1)F)OC)[C@@]1(CC(N(C(N1)=N)C1CCOCC1)=O)C (6S)-6-[2-Chloro-3-(5-fluoro-2-methoxyanilino)phenyl]-2-imino-6-methyl-3-(tetrahydropyran-4-yl)hexahydropyrimidin-4-one